2-diazospiro[indene-1,9'-xanthen]-3(2H)-one [N+](=[N-])=C1C(C2=CC=CC=C2C12C1=CC=CC=C1OC=1C=CC=CC21)=O